COC1=NC(=NC(=C1CO)C)C=C (4-methoxy-6-methyl-2-vinylpyrimidin-5-yl)-methanol